QUINOLIZIDINE C1CCCN2CCCCC12